3-(3-cyano-4-(methylsulfinylamino)phenyl)-1H-indole-2-carboxylic acid C(#N)C=1C=C(C=CC1NS(=O)C)C1=C(NC2=CC=CC=C12)C(=O)O